BrC1=C(N=C2N(C1=O)C=C(N2CCN(C)C)C)C(F)(F)F 6-bromo-1-[2-(dimethylamino)eth-yl]-2-methyl-7-(trifluoromethyl)-imidazo[1,2-a]pyrimidin-5-one